D-sorbitol adipate C(CCCCC(=O)O)(=O)O.OC[C@H](O)[C@@H](O)[C@H](O)[C@H](O)CO